benzyl (S)-2-((tert-butoxycarbonyl)-amino)-3-(3-(3-((R)-2,3-dihydro-[1,4]dioxino[2,3-b]pyridin-3-yl)phenyl)-1,2,4-oxadiazol-5-yl)propanoate C(C)(C)(C)OC(=O)N[C@H](C(=O)OCC1=CC=CC=C1)CC1=NC(=NO1)C1=CC(=CC=C1)[C@@H]1COC=2C(=NC=CC2)O1